(R)-5-(azetidin-3-yl(methyl)amino)-2-chloro-N-(1-(naphthalen-1-yl)ethyl)benzamide N1CC(C1)N(C=1C=CC(=C(C(=O)N[C@H](C)C2=CC=CC3=CC=CC=C23)C1)Cl)C